C(COCCN(CC(=O)O)CC(=O)O)OCCN(CC(=O)O)CC(=O)O ethylene-bis(oxyethylenenitrilo)-tetraacetic acid